C(#N)C1=CC(=C(C=C1)NS(=O)(=O)C1=CNC=C1C1=CC=C(C=C1)F)F N-(4-cyano-2-fluoro-phenyl)-4-(4-fluorophenyl)-1H-pyrrole-3-sulfonamide